trans-4-(3-(Butylamino)-8-((4-methylpiperazin-1-yl)methyl)-6-oxopyrimido[4,5-c]isoquinolin-5(6H)-yl)cyclohexane-1-carboxamide C(CCC)NC=1N=CC2=C(N(C(C=3C=C(C=CC23)CN2CCN(CC2)C)=O)[C@@H]2CC[C@H](CC2)C(=O)N)N1